Ethyl (Z)-2-(4-(2,5-dimethoxy benzyl)-2-((4-methylcyclohexyl) imino)-5-oxo-2,5-dihydrofuran-3-yl)acetate COC1=C(CC2=C(/C(/OC2=O)=N/C2CCC(CC2)C)CC(=O)OCC)C=C(C=C1)OC